3,6-bis(diethylamino)-9-(o-chloroanilino)xanthylbenzoic acid C(C)N(C=1C=CC=2C(C3=CC=C(C=C3OC2C1)N(CC)CC)(NC1=C(C=CC=C1)Cl)C1=C(C(=O)O)C=CC=C1)CC